1-((3-Fluoro-4-methoxyphenyl)sulfonyl)-1,2,3,4-tetrahydro-5H-benzo[b]azepine-5-One FC=1C=C(C=CC1OC)S(=O)(=O)N1C2=C(C(CCC1)=O)C=CC=C2